cyclohexylidene(cyclopentadienyl)(2,7-diphenyl-3,6-di-tert-butylfluorenyl)zirconium dichloride [Cl-].[Cl-].C1(CCCCC1)=[Zr+2](C1=C(C(=CC=2C3=CC(=C(C=C3CC12)C1=CC=CC=C1)C(C)(C)C)C(C)(C)C)C1=CC=CC=C1)C1C=CC=C1